C(CC)OC(=O)[C@H]1[C@H](CC=CC1)C(=O)O cis-4-cyclohexene-1,2-dicarboxylic acid n-propyl ester